4,8-diacetyl-2,9a-dimethyl-7,9-dioxodibenzofuran Copper [Cu].C(C)(=O)C1=CC(=CC2=C1OC=1C2(C(C(C(C1)=O)C(C)=O)=O)C)C